Iduronat O=C[C@@H](O)[C@H](O)[C@@H](O)[C@H](O)C(=O)[O-]